ClC=1C=C(C=CC1C)NC(=O)NCC=1C=CC=2C=C3N(C2C1)C(N(C3)C3C(NC(CC3)=O)=O)=O 1-(3-chloro-4-methylphenyl)-3-((2-(2,6-dioxopiperidin-3-yl)-3-oxo-2,3-dihydro-1H-imidazo[1,5-a]indol-6-yl)methyl)urea